N=1CCN=C2C=CC=CC12 2,3-dihydroquinoxaline